tert-butyl (R)-4-(1-amino-2-imino-6-oxo-1,2,3,6-tetrahydropyrimidin-4-yl)pentanoate NN1C(NC(=CC1=O)[C@@H](CCC(=O)OC(C)(C)C)C)=N